(R)-N-(4-(5-fluoro-1-methyl-2-oxo-1,4-dihydro-2H-benzo[d][1,3]oxazin-6-yl)-5,6,7,8-tetrahydroisoquinolin-8-yl)propanamide FC1=C(C=CC=2N(C(OCC21)=O)C)C2=CN=CC=1[C@@H](CCCC21)NC(CC)=O